FC1=C(C(=CC=C1)F)C1=C(C=CC(=C1)C)C1CC(=NO1)N1C[C@H](CC1)NS(=O)(=O)CC N-{(3S)-1-[5-(2',6'-Difluoro-5-methyl[1,1'-biphenyl]-2-yl)-4,5-dihydro-1,2-oxazol-3-yl]pyrrolidin-3-yl}ethanesulfonamide